C(=CC=CCC\C=C/CC)C1=CC=C(C=C1)OC 1-((7Z)-deca-1,3,7-trien-1-yl)-4-methoxybenzene